(1r,3r)-methyl 3-((3-methoxy-5-nitrophenoxy)methyl)cyclobutene-carboxylate COC=1C=C(OC[C@H]2C=C(C2)C(=O)OC)C=C(C1)[N+](=O)[O-]